(8R)-7-(5H-imidazo[5,1-a]isoindol-5-yl)-5,6,7,8-tetrahydroquinolin-8-ol C=1N=CN2C1C1=CC=CC=C1C2C2CCC=1C=CC=NC1[C@@H]2O